[(1R,2R,5R)-5-Isopropenyl-2-methyl-cyclohexyl] acetate C(C)(=O)O[C@H]1[C@@H](CC[C@H](C1)C(=C)C)C